4-[4-[6-(cyclopropylmethoxy)-5-methoxy-2-pyridinyl]-2,6-difluoro-phenoxy]butanoic acid C1(CC1)COC1=C(C=CC(=N1)C1=CC(=C(OCCCC(=O)O)C(=C1)F)F)OC